6-(1H-indazol-5-yl)-N-(4-morpholinylphenyl)-[1,2,4]triazolo[4,3-a]pyrazin-8-amine N1N=CC2=CC(=CC=C12)C=1N=C(C=2N(C1)C=NN2)NC2=CC=C(C=C2)N2CCOCC2